BrC=1N=CN(C1)C1CN(C1)C(=O)OC(C)(C)C tert-butyl 3-(4-bromoimidazol-1-yl)azetidine-1-carboxylate